6-chloro-5-iodo-1H-imidazo[4,5-b]Pyridine-2(3H)-thione ClC=1C=C2C(=NC1I)NC(N2)=S